5-(3-(thiophen-3-yl)phenyl)-1,3,4-oxadiazol-2-amine S1C=C(C=C1)C=1C=C(C=CC1)C1=NN=C(O1)N